FC(OC1=NC=NC(=C1C(NC)=S)OC)F 4-(difluoromethoxy)-6-methoxy-N-methyl-pyrimidine-5-carbothioamide